(Z)-9-tetradecen-1-yl acetate ((Z)-9-tetradecen-1-yl acetate) C(CCCCCCC\C=C/CCCC)CC(=O)O.C(C)(=O)OCCCCCCCC\C=C/CCCC